di(phenoxy)phosphoryl-hydrazine O(C1=CC=CC=C1)P(=O)(OC1=CC=CC=C1)NN